(5-(8-chloro-4,4-dimethyl-1,4-dihydroquinazolin-2-yl)-1H-pyrrol-3-yl)benzoic acid ClC=1C=CC=C2C(N=C(NC12)C1=CC(=CN1)C1=C(C(=O)O)C=CC=C1)(C)C